2-mercaptomethylbenzimidazole zinc salt [Zn].SCC=1NC2=C(N1)C=CC=C2